(3S,4S)-8-{3-[(4S)-7-fluoro-4-methyl-1,2,3,4-tetrahydro-1,5-naphthyridin-1-yl]-1H-pyrazolo[3,4-b]pyrazin-6-yl}-3-methyl-2-oxa-8-azaspiro[4.5]decan-4-amine hydrochloride Cl.FC1=CN=C2[C@H](CCN(C2=C1)C1=NNC2=NC(=CN=C21)N2CCC1([C@@H]([C@@H](OC1)C)N)CC2)C